N=1C=CN2C1C=CC(=C2)C2=C(N=C(S2)N)C2=CC=C(C=C2)OC 5-(imidazo[1,2-a]pyridin-6-yl)-4-(4-methoxyphenyl)thiazol-2-amine